ClCC=1N=C(SC1)N=C(N)N 2-[4-(chloromethyl)-1,3-thiazole-2-yl]guanidine